IC=1C(N(C=CC1OCC1=CC=C(C=C1)C(=O)N1CCCCC1)C)=O 3-iodo-1-methyl-4-{[4-(piperidine-1-carbonyl)phenyl]methoxy}pyridin-2-one